4-(piperidin-4-yl(but-1-yn-1-yl))pyridinamide N1CCC(CC1)CCC#CC1=CC(=NC=C1)C(=O)N